ClCC(=O)N(C1=CC=C(C=C1)C1=NC=NC=C1)C(C(=O)NC1CCC(CC1)(F)F)C=1C=NC=NC1 2-(N-(2-chloroacetyl)-4-pyrimidin-4-yl-anilino)-N-(4,4-difluorocyclohexyl)-2-pyrimidin-5-yl-acetamide